(E)-2-(3-(2-(1H-benzo[d]imidazol-2-yl)-2-cyanovinyl)-2,5-dimethyl-1H-pyrrol-1-yl)-4-methylthiophene-3-carbonitrile N1C(=NC2=C1C=CC=C2)/C(=C/C2=C(N(C(=C2)C)C=2SC=C(C2C#N)C)C)/C#N